3-({[5-fluoro-1-methyl-3-(trifluoromethyl)-1H-pyrazol-4-yl]methyl}sulfanyl)-5,5-dimethyl-4,5-dihydro-1,2-oxazole FC1=C(C(=NN1C)C(F)(F)F)CSC1=NOC(C1)(C)C